(1R*,2R*)-2-((3-((1-(4-chlorophenyl)-2-oxo-2-(6-(trifluoromethoxy)-indolin-1-yl)ethyl)amino)-5-methoxyphenoxy)methyl)-2-fluorocyclopropane-carboxylic acid ClC1=CC=C(C=C1)C(C(N1CCC2=CC=C(C=C12)OC(F)(F)F)=O)NC=1C=C(OC[C@@]2([C@H](C2)C(=O)O)F)C=C(C1)OC |o1:30,31|